C(C1=CC=CC=C1)N1C(=NC2=C1C=C(C=C2O)C=2C(=NOC2C)C)C 1-benzyl-6-(3,5-dimethylisoxazol-4-yl)-2-methyl-1H-benzo[d]imidazol-4-ol